C1(CC1)CO[C@H](COCC1OC1)[C@H]([C@@H]([C@H](COCC1OC1)OCC1OC1)O)O (2R,3S,4S,5S)-2-(cyclopropylmethoxy)-1,5,6-tris(oxiran-2-ylmethoxy)hexane-3,4-diol